1,1-Bis[3-(3,5-dimethyl-4-hydroxybenzyl)-5-cyclohexyl-4-hydroxyphenyl]cyclohexane (4-hydroxy-3,5-di-tert-butylphenyl)propionat OC1=C(C=C(C=C1C(C)(C)C)OC(CC)=O)C(C)(C)C.CC=1C=C(CC=2C=C(C=C(C2O)C2CCCCC2)C2(CCCCC2)C2=CC(=C(C(=C2)C2CCCCC2)O)CC2=CC(=C(C(=C2)C)O)C)C=C(C1O)C